BrC1=[N+](C(=CC(=C1)[N+](=O)[O-])Br)[O-] 2,6-dibromo-4-nitropyridine-1-oxide